5-chloro-1-(2-(difluoromethoxy)ethyl)-1H-pyrazol-4-amine ClC1=C(C=NN1CCOC(F)F)N